((1R,3s,5S)-6,6-difluoro-bicyclo[3.1.0]hexane-3-yl)methanol FC1([C@H]2CC(C[C@@H]12)CO)F